C1(=CC=CC2=CC=CC=C12)C1CCC2(CCNC2=O)CC1 8-(naphthalen-1-yl)-2-azaspiro[4.5]decan-1-one